(1R,5S,6r)-6-(3-(5-(Difluoromethoxy)pyridin-3-yl)-1-isopropyl-1H-pyrazol-5-yl)bicyclo[3.1.0]hexan-3-one FC(OC=1C=C(C=NC1)C1=NN(C(=C1)C1[C@H]2CC(C[C@@H]12)=O)C(C)C)F